(4-((4-Chlorophenyl)amino)-2-morpholino-5,8-dihydropyrido[3,4-d]pyrimidin-7(6H)-yl)(5-cyclopropylisoxazole-3-yl)methanone ClC1=CC=C(C=C1)NC=1C2=C(N=C(N1)N1CCOCC1)CN(CC2)C(=O)C2=NOC(=C2)C2CC2